2-{5-[5-fluoro-6-(2-methoxyethoxy)-1H-indazol-3-yl]-1,2-oxazol-3-yl}-N,N-dimethyl-1,3-thiazole-5-carboxamide FC=1C=C2C(=NNC2=CC1OCCOC)C1=CC(=NO1)C=1SC(=CN1)C(=O)N(C)C